ClC1=NC=C(C=C1)COC1=CC=C(C2=CC=CC=C12)Cl 2-chloro-5-{[(4-chloro-1-naphthyl)oxy]methyl}pyridine